4-{5-[(tert-butoxy)carbonyl]-3-iodo-4H,6H,7H-pyrazolo[4,3-c]pyridin-1-yl}piperidine-1-carboxylic acid benzyl ester C(C1=CC=CC=C1)OC(=O)N1CCC(CC1)N1N=C(C=2CN(CCC21)C(=O)OC(C)(C)C)I